3-[tetradecylcarbamoyl]-aminobutyrate C(CCCCCCCCCCCCC)NC(=O)C(C(C(=O)[O-])N)C